N1=C(NCC=C1)O 4H-pyrimidol